C1(=CC(O)=CC(O)=C1)C=CC1=CC=C(O)C=C1 (E)- and (Z)-resveratrol